methyl (S)-2-((7-ethyl-2-(2-fluoro-4-(methylcarbamoyl)phenyl)imidazo[1,2-a]pyridin-3-yl)methyl)morpholine-4-carboxylate C(C)C1=CC=2N(C=C1)C(=C(N2)C2=C(C=C(C=C2)C(NC)=O)F)C[C@H]2CN(CCO2)C(=O)OC